O=C1C(NC(C1)(C)C)(C)C 3-oxo-2,2,5,5-tetramethylpyrrolidin